FC=1C=C(C(=O)NCC2COC2)C=C(C1)CN1C(C2=CC=C(C=C2C=C1)C=1C(=NNC1)C(F)(F)F)=O 3-Fluoro-N-(oxetan-3-ylmethyl)-5-((1-oxo-6-(3-(trifluoromethyl)-1H-pyrazol-4-yl)isoquinolin-2(1H)-yl)methyl)benzamide